dichlorodiphenyl-dichloroethane ClC(C(Cl)(Cl)C1=CC=CC=C1)(C1=CC=CC=C1)Cl